tri-butylamine C(CCC)N(CCCC)CCCC